4-(4-iodophenyl)sulfonylpiperazine-1-carboxylic acid benzyl ester C(C1=CC=CC=C1)OC(=O)N1CCN(CC1)S(=O)(=O)C1=CC=C(C=C1)I